ClC=1C(=CC(=NC1)C=1N=C(SC1)NC)C(=O)N1CCN(CC1)CC1=CC=C(C=C1)Cl (5-Chloro-2-(2-(methylamino)thiazol-4-yl)-pyridin-4-yl)(4-(4-chlorobenzyl)piperazin-1-yl)methanone